N1(N=CC=C1)CC1=CC2=C(C(=NO2)N(S(=O)(=O)C2=C(C=CC=C2F)OCCCCCBr)CC=C)C(=C1)O N-(6-((1H-pyrazol-1-yl)methyl)-4-hydroxybenzo[d]isoxazol-3-yl)-N-allyl-2-((5-bromopentyl)oxy)-6-fluorobenzenesulfonamide